N1=C(C=NC2=CC=CC=C12)C=1C=NN(C1)CC1CC(C1)CCN 2-(3-((4-(quinoxalin-2-yl)-1H-pyrazol-1-yl)methyl)cyclobutyl)ethan-1-amine